2-quinolinal N1=C(C=CC2=CC=CC=C12)C=O